tert-butyl 4-(2,3-diaminophenyl)piperazine-1-carboxylate NC1=C(C=CC=C1N)N1CCN(CC1)C(=O)OC(C)(C)C